ClC=1C=C(C=CC1Cl)N1N=CC=CC1=O 2-(3,4-dichlorophenyl)-3(2H)pyridazinone